(3,4-Diethoxy-phenyl)-[4-(3-phenyl-propyl)piperazin-1-yl]methanone C(C)OC=1C=C(C=CC1OCC)C(=O)N1CCN(CC1)CCCC1=CC=CC=C1